C(C)(C)(C)OC(=O)N[C@@H](C)C(=O)N[C@@H](CC[Se]C)C(=O)O N-tert-butoxycarbonylalanyl-selenomethionine